C(C)(CC)NC1=CC=C(C=C1)NC(CC)S 1-((4-(sec-butylamino)phenyl)amino)propane-1-thiol